BrC1=CC=C(C=NC2=CC=C(C=C2)O)C=C1 4-((4-bromobenzylidene)amino)phenol